C(C)(C)(C)OC(=O)N1CCC(CC1)(CO)C1=NC(=CC=C1)Br 4-(6-bromopyridin-2-yl)-4-(hydroxymethyl)piperidine-1-carboxylic acid tert-butyl ester